[Al](Cl)(Cl)Cl aluminium trichloride